C1(=CC=C(C=C1)C1=[O+]C(=CC(=C1)C1=CC=C(C=C1)C1=CC=CC=C1)C1=CC=C(C=C1)C1=CC=CC=C1)C1=CC=CC=C1 2,4,6-tris([1,1'-biphenyl]-4-yl)-pyrylium